Indoloazepinone C1=CC=C2C(=C1)C3=NC(=O)C=CC=C3N2